N-(4-(azepane-1-carbonyl)phenyl)-6-methoxy-2-methylquinoline-3-carboxamide N1(CCCCCC1)C(=O)C1=CC=C(C=C1)NC(=O)C=1C(=NC2=CC=C(C=C2C1)OC)C